aluminium(III) lactate C(C(O)C)(=O)[O-].[Al+3].C(C(O)C)(=O)[O-].C(C(O)C)(=O)[O-]